CC(C)(C)S(=O)NC1C(CC(CC1)(F)F)F 2-methyl-N-(2,4,4-trifluorocyclohexyl)propane-2-sulfinamide